FC(C(C(C(S(=O)(=O)[O-])(F)F)(F)F)(F)F)(F)F.COC(C1=CC=C(C=C1)[S+](C1=CC=CC=C1)C1=CC=CC=C1)(C1=CC=C(C=C1)SC1=CC=CC=C1)OC {4-[dimethoxy-(4-phenylthiophenyl)methyl]phenyl}diphenylsulfonium nonafluorobutanesulfonate